N-(2-(4-methoxy-1H-pyrrolo[3,2-c]pyridin-3-yl)ethyl)-N-methylpropan-2-amine COC1=NC=CC2=C1C(=CN2)CCN(C(C)C)C